C(C)OC=1C=C(C=CC1C=1NC(C2=C(N1)NN=N2)=O)C2=CC(=CC=C2)C[C@@H](C(=O)O)OC (S)-3-(3'-ethoxy-4'-(7-oxo-6,7-dihydro-3H-[1,2,3]triazolo[4,5-d]pyrimidin-5-yl)-[1,1'-biphenyl]-3-yl)-2-methoxypropionic acid